[5-(5-chloro-2-methoxypyridin-4-yl)-1H-pyrazole-3-carbonyl]-N-(2-methyl-1,3-dioxan-5-yl)piperidine-4-carboxamide ClC=1C(=CC(=NC1)OC)C1=CC(=NN1)C(=O)N1CCC(CC1)C(=O)NC1COC(OC1)C